4-[4-(1,3-benzoxazol-2-yl)-4-methylpiperidin-1-yl]-1,7-dimethyl-2-oxo-1,2-dihydroquinoline-3-carbonitrile O1C(=NC2=C1C=CC=C2)C2(CCN(CC2)C2=C(C(N(C1=CC(=CC=C21)C)C)=O)C#N)C